6-(hydroxymethyl)pyrazine OCC1=CN=CC=N1